[Al].[Si]=O silicon oxide aluminum